[Cl-].CO[SiH2]CCC[N+](CCCCCCCCCCCCCCCCCC)(C)C 3-methoxysilylpropyldimethyloctadecyl-ammonium chloride